[cyano-(3-phenoxyphenyl)methyl]-2,2-dimethyl-3-(2-methylprop-1-enyl)cyclopropane-1-carboxylate C(#N)C(C1=CC(=CC=C1)OC1=CC=CC=C1)OC(=O)C1C(C1C=C(C)C)(C)C